(6R,9S)-N-(3-chloro-4-(difluoromethoxy)phenyl)-3-oxo-3,5,6,7,8,9-hexahydro-2H-6,9-epiminocyclohepta[c]pyridine-10-carboxamide ClC=1C=C(C=CC1OC(F)F)NC(=O)N1[C@H]2CC=3C(=CNC(C3)=O)[C@@H]1CC2